COC(=O)[C@@H]1N(CC(C1)C1=CC(=C(C=C1)OC(F)F)O)C(C)=O (2R)-1-acetyl-4-(4-(difluoromethoxy)-3-hydroxyphenyl)pyrrolidine-2-carboxylic acid methyl ester